ethyl (2,2,2-trichloroethyl) carbonate C(OCC)(OCC(Cl)(Cl)Cl)=O